bis(3-pentyl)perylene-3,4,9,10-tetracarboxylic acid diimide CCC(CC)C1=C(C=2C3=CC=C(C=4C(=CC=C(C5=CC=C(C(=C1C(O)=N)C52)C(O)=N)C43)C(=O)O)C(=O)O)C(CC)CC